C1(CCC1)N(C(OC(C)(C)C)=O)C1CN(CC1)C=1N=NC(=CC1)C1=CC(=C(C=C1)C1=CN=C(S1)C)F tert-butyl N-cyclobutyl-N-(1-{6-[3-fluoro-4-(2-methyl-1,3-thiazol-5-yl)phenyl]pyridazin-3-yl}pyrrolidin-3-yl)carbamate